2-(4-bromophenyl)quinoxaline BrC1=CC=C(C=C1)C1=NC2=CC=CC=C2N=C1